NC1=NC(=C(C(=N1)C#N)C=1C=C2C(=NC=NC2=C(C1)Cl)C)C=1OC=CC1 2-amino-5-(8-chloro-4-methylquinazolin-6-yl)-6-(furan-2-yl)pyrimidine-4-carbonitrile